COC1=C(C(=C(C(=C1OC)OC1OCCCC1)C)CCCCCC(F)(F)F)OC1OCCCC1 2,2'-((2,3-dimethoxy-5-methyl-6-(6,6,6-trifluorohexyl)-1,4-phenylene)bis(oxy))bis(tetrahydro-2H-pyran)